1-(3-(cyclohexylmethoxy)phenyl)-3-(methylamino)propan-1-one C1(CCCCC1)COC=1C=C(C=CC1)C(CCNC)=O